CC=1SC(=CN1)C=1N=CC=2OCCNC2N1 2-(2-methylthiazol-5-yl)-7,8-dihydro-6H-pyrimido[5,4-b][1,4]oxazin